(1R,2R)-N-(8-amino-6-(4-methylpyridin-3-yl)-2,7-diazaNaphthalen-3-yl)-2-methylcyclobutanecarboxamide NC=1N=C(C=C2C=C(N=CC12)NC(=O)[C@H]1[C@@H](CC1)C)C=1C=NC=CC1C